C(C1=CC=CC=C1)N(COC)COC benzylbis(methoxymethyl)amine